2'-(diphenylphosphino)-N-phenyl-[1,1'-biphenyl]-2-amine C1(=CC=CC=C1)P(C1=C(C=CC=C1)C=1C(=CC=CC1)NC1=CC=CC=C1)C1=CC=CC=C1